COC=1C(=C(NC[C@H]2OCC2)C=C(C1)C1=NN=NN1)[N+](=O)[O-] (S)-3-methoxy-2-nitro-N-(oxetan-2-ylmethyl)-5-(1H-tetrazol-5-yl)aniline